CN(CCCC(=O)OC(CCC(=O)OC(COC(CCCCCCCC)=O)COC(CCCCCCCC)=O)CCC(=O)OC(COC(CCCCCCCC)=O)COC(CCCCCCCC)=O)C bis(1,3-bis(Nonanoyloxy)propan-2-yl) 4-((4-(dimethylamino) butanoyl)oxy)heptanedioate